5-amino-8-bromo-2-((5-methyloxazol-4-yl)methyl)-7-phenyl-[1,2,4]triazolo[4,3-c]pyrimidin-3(2H)-one NC1=NC(=C(C=2N1C(N(N2)CC=2N=COC2C)=O)Br)C2=CC=CC=C2